C(CCCCCCCCCCC\C=C/CCCCCCCC)(=O)OCCCCCCCCCCCCCCCC cetyl erucate